ClC=1C(=NC(=CC1)N1CCN(CC1)S(=O)(=O)C)N1N(C(=C(C1=O)NC(C1=CC=C(C=C1)OC(F)F)=O)C1=C(C=C(C=C1F)OC)F)C N-{2-[3-chloro-6-(4-methanesulfonylpiperazin-1-yl)pyridin-2-yl]-5-(2,6-difluoro-4-methoxyphenyl)-1-methyl-3-oxo-2,3-dihydro-1H-pyrazol-4-yl}-4-(difluoromethoxy)benzamide